C(#N)C1=CC=C(\C=C(\C=C(C(=O)O)C)/CCCCCC)C=C1 4-((E)-4-cyanobenzylidene)-2-methyldec-2-enoic acid